2-((3R,4R)-3-amino-4-fluoropyrrolidin-1-yl)-N-(3-methoxy-1-methyl-1H-pyrazol-4-yl)-9-methyl-9H-purin-6-amine N[C@@H]1CN(C[C@H]1F)C1=NC(=C2N=CN(C2=N1)C)NC=1C(=NN(C1)C)OC